FC1=CC=C(COC2=C(C3=CC=CC=C3C=C2)C=O)C=C1 2-((4-fluorobenzyl)oxy)-1-naphthaldehyde